COC(NC1=C(C(=C(C=C1)Cl)C)F)=O methyl(4-chloro-2-fluoro-3-methylphenyl)carbamate